tert-butyl N-[2-[2-[2-(2-aminoethoxy) ethoxy]-ethoxy]ethyl]-carbamate NCCOCCOCCOCCNC(OC(C)(C)C)=O